N-(6-(5-chloro-6-fluoro-7-(1-fluoroethyl)-1H-indazol-4-yl)imidazo[1,2-a]pyridin-2-yl)-2-fluorocyclopropane-1-carboxamide ClC=1C(=C2C=NNC2=C(C1F)C(C)F)C=1C=CC=2N(C1)C=C(N2)NC(=O)C2C(C2)F